OC1=CC=C(C=C1)C(CCCC)C1=CC=C(C=C1)O 1,1-Bis(4-hydroxyphenyl)n-pentane